(2-isothiocyanatoethyl)-benzene N(=C=S)CCC1=CC=CC=C1